[B].[Co].[Fe].[Co] cobalt-iron-cobalt-boron